N1(C=CC=C1)C(=O)C=1C=C(C=CC1)B(O)O 3-(1H-PYRROLE-1-CARBONYL)PHENYLBORONIC ACID